6-(diphenyl-phosphoryl)phenanthridine-8-carbonitrile C1(=CC=CC=C1)P(=O)(C1=CC=CC=C1)C=1N=C2C=CC=CC2=C2C=CC(=CC12)C#N